C(C)(C)(C)OC(=O)N1CC2=CC=C(C=C2CC1)S(=O)(=O)Cl 6-(chlorosulfonyl)-3,4-dihydroisoquinoline-2(1H)-carboxylic acid tert-butyl ester